ClC=1C(=CC(=NC1)O)OC1=NC=CC2=CC(=CC(=C12)O[C@H](C(F)(F)F)C)N1N=C(N(C1=O)CC)CO (S)-1-(1-((5-Chloro-2-hydroxypyridin-4-yl)oxy)-8-((1,1,1-trifluoropropan-2-yl)oxy)isoquinolin-6-yl)-4-ethyl-3-(hydroxymethyl)-1H-1,2,4-triazol-5(4H)-one